CC1N(C(CNC1)C)O 2,6-dimethylpiperazine-1-ol